2-[4-(difluoromethoxy)phenyl]acetic acid FC(OC1=CC=C(C=C1)CC(=O)O)F